rel-3-chloro-4-[(3,5-difluoropyridin-2-yl)methoxy]-2'-[2-(1-hydroxy-2-methylpropan-2-yl)pyrimidin-4-yl]-5',6-dimethyl-[1,4'-bipyridin]-2-one ClC=1C(N(C(=CC1OCC1=NC=C(C=C1F)F)C)C1=CC(=NC=C1C)C1=NC(=NC=C1)C(CO)(C)C)=O